F[P-](F)(F)(F)(F)F.CN(C)C(=[N+]1N=[N+](C2=C1C=CC=C2)[O-])N(C)C 1-[bis(dimethylamino)methylene]-1H-benzotriazolium 3-oxide Hexafluorophosphate